2-(4-((2,5-Dioxo-3-(4-(trifluoro-methyl)phenyl)imidazolin-1-yl)methyl)-2-fluorophenoxy)-2-methylpropionic acid O=C1N(C(CN1C1=CC=C(C=C1)C(F)(F)F)=O)CC1=CC(=C(OC(C(=O)O)(C)C)C=C1)F